(R)-(5-bromo-pyridin-3-yl)-(4-isopropyl-phenyl)-(3-methyl-azetidin-3-yl)-methanol, dihydrochloride Cl.Cl.BrC=1C=C(C=NC1)[C@](O)(C1(CNC1)C)C1=CC=C(C=C1)C(C)C